N-[3-[1-(4-chloro-1H-imidazol-2-yl)-5-fluoroimidazo[1,5-a]pyridin-6-yl]-2,4-difluorophenyl]-5-fluoro-2-methoxy-pyridine-3-sulfonamide ClC=1N=C(NC1)C=1N=CN2C1C=CC(=C2F)C=2C(=C(C=CC2F)NS(=O)(=O)C=2C(=NC=C(C2)F)OC)F